methyl lauroyl peroxide C(CCCCCCCCCCC)(=O)OOC